BrC1=CC(=C(N(C)C)C=C1[N+](=O)[O-])F 4-bromo-2-fluoro-N,N-dimethyl-5-nitroaniline